2-dimethylamino-3-methoxymethyl-1-methyl-1,4,5,6-tetrahydropyrimidinium CN(C1[NH+](CCCN1COC)C)C